C1(CCC1)[C@@H](C)NC(=O)[C@@H]1CN(CC[C@H]1NC(=O)C1=NOC(=C1)C1=C(C=C(C=C1F)F)F)CC1CC1 |o1:9,14| (3R*,4R*)-1-Cyclopropylmethyl-4-{[5-(2,4,6-trifluoro-phenyl)-isoxazole-3-carbonyl]-amino}-piperidine-3-carboxylic acid ((R)-1-cyclobutyl-ethyl)-amide